6-(8-(Benzo[d]thiazol-2-ylcarbamoyl)-3,4-dihydroisoquinolin-2(1H)-yl)-3-(1-(2-ethylbutyl)-5-methyl-1H-pyrazol-4-yl)picolinic acid S1C(=NC2=C1C=CC=C2)NC(=O)C=2C=CC=C1CCN(CC21)C2=CC=C(C(=N2)C(=O)O)C=2C=NN(C2C)CC(CC)CC